2-(4-bromo-2-chloro-6-fluorophenyl)-5-(pyrrolidin-1-yl)-2,6-dihydro-7H-[1,2,3]triazolo[4,5-d]pyrimidin-7-one BrC1=CC(=C(C(=C1)F)N1N=C2C(N=C(NC2=O)N2CCCC2)=N1)Cl